C1NCC12CC(C2)C=2N=C(C1=C(N2)N(C=C1)C(=O)O)N(C)[C@H]1CN(CC[C@H]1C)C(CC#N)=O 2-azaspiro[3.3]hept-6-yl-4-(((3R,4R)-1-(2-cyanoacetyl)-4-methylpiperidin-3-yl)(methyl)amino)-7H-pyrrolo[2,3-d]pyrimidine-7-carboxylic acid